ClC1=C(C=CC=C1C=C)N1C=NC(=C1)C1=NC(=NC=C1C(F)(F)F)NC1CCN(CC1)S(=O)(=O)C 4-(1-(2-chloro-3-vinylphenyl)-1H-imidazol-4-yl)-N-(1-(methylsulfonyl)piperidin-4-yl)-5-(trifluoromethyl)pyrimidin-2-amine